Cl.COC(=O)[C@@H]1NC[C@@H](C1)N=[N+]=[N-] (2R,4R)-4-azidopyrrolidine-2-carboxylic acid methyl ester hydrochloride